N1CCC(CC1)C=1C=C2C=3C=CC=CC3NC2=CC1 6-(piperidin-4-yl)-9H-carbazole